3,4-epoxy-1-butanol C(CC1CO1)O